C(#N)C=1C=C(C=C(C1)F)NC(=O)N1CCN(CC1)C(=O)OC(C)(C)C tert-butyl 4-((3-cyano-5-fluorophenyl)carbamoyl)piperazine-1-carboxylate